1-[(2,4-difluorophenyl)methyl]-1-(4-methylpiperidin-4-yl)-3-{[4-(propan-2-yloxy)phenyl]methyl}urea FC1=C(C=CC(=C1)F)CN(C(=O)NCC1=CC=C(C=C1)OC(C)C)C1(CCNCC1)C